tert-butyl 4-(4-((5-chloro-4-(4'-fluoro-[1,1'-biphenyl]-3-yl)pyrimidin-2-yl)amino)piperidine-1-carbonyl)piperidine-1-carboxylate ClC=1C(=NC(=NC1)NC1CCN(CC1)C(=O)C1CCN(CC1)C(=O)OC(C)(C)C)C=1C=C(C=CC1)C1=CC=C(C=C1)F